O1C=CC2=C1C=C1C=CC=CC1=C2N naphtho[2,3-d]furan-4-amine